COC1=C(C=CC(=C1)C=1C=NN(C1)C)NC=1N=CC2=C(N1)C(=NC=C2)N2CC1(COC1)C2 N-(2-methoxy-4-(1-methyl-1H-pyrazol-4-yl)phenyl)-8-(2-oxa-6-azaspiro[3.3]heptan-6-yl)pyrido[3,4-d]pyrimidin-2-amine